Racemic-9-(4-chloro-2,6-difluoro-phenyl)-7-[rac-(2R,4S)-2-(1-cyclopropylpyrazol-4-yl)tetrahydropyran-4-yl]-2,3-dimethyl-pyrazino[1,2-a]pyrimidin-4-one ClC1=CC(=C(C(=C1)F)C1=NC(=CN2C1=NC(=C(C2=O)C)C)[C@@H]2C[C@@H](OCC2)C=2C=NN(C2)C2CC2)F |r|